4-(2-cyclopropyl-6-(6-(hydroxymethyl)-1-oxo-4-(trifluoromethyl)isoindolin-2-yl)pyridin-4-yl)-3-(4-methyl-4H-1,2,4-triazol-3-yl)benzonitrile C1(CC1)C1=NC(=CC(=C1)C1=C(C=C(C#N)C=C1)C1=NN=CN1C)N1C(C2=CC(=CC(=C2C1)C(F)(F)F)CO)=O